ammonium [(1R)-2-(6-aminopurin-9-yl)-1-methyl-ethoxy]methyl-(20,20,20-trifluoroicosoxy)phosphinate NC1=C2N=CN(C2=NC=N1)C[C@H](OCP([O-])(=O)OCCCCCCCCCCCCCCCCCCCC(F)(F)F)C.[NH4+]